3-{7-[4-(5-{4-[(1R,2S)-6-hydroxy-2-phenyl-1,2,3,4-tetrahydronaphthalen-1-yl]phenoxy}pentyl)piperazin-1-yl]-3-oxo-2H,3H-[1,2,4]triazolo[4,3-a]pyridin-2-yl}piperidine-2,6-dione OC=1C=C2CC[C@@H]([C@@H](C2=CC1)C1=CC=C(OCCCCCN2CCN(CC2)C2=CC=3N(C=C2)C(N(N3)C3C(NC(CC3)=O)=O)=O)C=C1)C1=CC=CC=C1